NC1=CC(=C(OC[C@H]2N(CCCC2)C(=O)OC(C)(C)C)C=C1)Br Tert-butyl (2S)-2-[(4-amino-2-bromo-phenoxy)methyl]piperidine-1-carboxylate